N1CC(CC1)NC=1C2=C(N=CC1C(F)(F)F)NC(=C2)C2CCOCC2 N-(pyrrolidin-3-yl)-2-(tetrahydro-2H-pyran-4-yl)-5-(trifluoromethyl)-1H-pyrrolo[2,3-b]-pyridin-4-amine